CC(=O)N[C@@H](CC1=CC=CC=C1)C(=O)O n-acetyl-l-phenylalanine